tridecyl methacrylate C(C(=C)C)(=O)OCCCCCCCCCCCCC